1,2-dihydroxybenzene-4-sulfonic acid OC1=C(C=C(C=C1)S(=O)(=O)O)O